C(C)(C)(C)OC(=O)N1C(CCCC1)NC1=NC=C(C(=N1)Cl)C#N ((4-chloro-5-cyanopyrimidin-2-yl)amino)piperidine-1-carboxylic acid tert-butyl ester